FC1=C(C=CC=C1)C=1C[C@H]2[C@@H]([C@H]2C1)C(=N)NO |r| rac-(1r,5r,6s)-3-(2-fluorophenyl)-N-hydroxy-bicyclo[3.1.0]hex-3-ene-6-carboxamidine